(R)-N-(3-Hydroxy-4-(4-(2-methoxyphenyl)piperazin-1-yl)butyl)-2-methyl-2,4,6,7-tetrahydro-5H-pyrazolo[4,3-c]pyridine-5-carboxamide O[C@H](CCNC(=O)N1CC=2C(CC1)=NN(C2)C)CN2CCN(CC2)C2=C(C=CC=C2)OC